5-Oxotetrahydrofuran-2-carbonylchlorid O=C1CCC(O1)C(=O)Cl